chlorocarbonyl-carbon ClC(=O)[C]